[Cl-].[Zn+2].N[C@@H](C1=CC=CC=C1)CO.N[C@@H](C1=CC=CC=C1)CO.N[C@@H](C1=CC=CC=C1)CO.[Cl-] tris[(S)-phenylglycinol] zinc chloride